5-isopropyl-1,3,4,5-tetrahydro-2H-pyrido[4,3-b]indole-2-carboxylic acid tert-butyl ester C(C)(C)(C)OC(=O)N1CC2=C(N(C=3C=CC=CC23)C(C)C)CC1